Ethylene Arginyl Aspartate N[C@@H](CC(=O)O)C(=O)OC([C@@H](N)CCCNC(N)=N)=O.C=C